3-methylhex-5-en-1-ol CC(CCO)CC=C